[O-]S(=O)(=O)C(F)(F)F.FC([S+]1C2=C(C3=C1C=CC=C3)C=CC=C2)(F)F 5-trifluoromethyl-5H-dibenzothiophen-5-ium triflate